cyclopropyl-N-((6-methyl-5-(2-methylpyrazolo[1,5-a]pyridin-5-yl)-2,3-dihydro-1H-inden-4-yl)carbamoyl)-1H-pyrazole-3-sulfonamide C1(CC1)N1N=C(C=C1)S(=O)(=O)NC(NC1=C2CCCC2=CC(=C1C1=CC=2N(C=C1)N=C(C2)C)C)=O